N-(6-(7-((2-aminoethyl)(methyl)amino)-5-chloro-6-fluoro-1H-indazol-4-yl)benzo[d]thiazol-2-yl)-2-fluorocyclopropane-1-carboxamide NCCN(C=1C(=C(C(=C2C=NNC12)C1=CC2=C(N=C(S2)NC(=O)C2C(C2)F)C=C1)Cl)F)C